N1C=CC2=CC=C(C=C12)B(O)O 1H-indol-6-ylboronic acid